3-(2-(4-isobutoxy-3-isopropyl-6-oxopyridazin-1(6H)-yl)acetamido)bicyclo[1.1.1]Pentane C(C(C)C)OC=1C(=NN(C(C1)=O)CC(=O)NC12CC(C1)C2)C(C)C